ClC=1N(C(N(C1)C1=C(C=CC=C1C(C)C)C(C)C)(Cl)Cl)C1=C(C=CC=C1C(C)C)C(C)C.[Cu] copper chloro[1,3-bis(2,6-diisopropylphenyl)imidazol-2-ylidene] chloride